3-bromoisonicotinate BrC1=C(C(=O)[O-])C=CN=C1